(S)-1-ethyl-6-((4-((2-hydroxy-1-phenylethyl)amino)-5-(3-methyl-1,2,4-oxadiazol-5-yl)pyridin-2-yl)amino)-1,2-dihydro-3H-indazol-3-one C(C)N1NC(C2=CC=C(C=C12)NC1=NC=C(C(=C1)N[C@H](CO)C1=CC=CC=C1)C1=NC(=NO1)C)=O